t-butyl [(6-bromopyridin-3-yl)methyl](2-methoxyethyl)carbamate BrC1=CC=C(C=N1)CN(C(OC(C)(C)C)=O)CCOC